BrC=1C=C(C=CC1)C(CN(C)C)Cl 2-(3-bromophenyl)-2-chloro-N,N-dimethylethan-1-amine